N-(1-(difluoromethyl)-2-oxo-1,2-dihydropyridin-3-yl)-7-((4-fluorotetrahydro-2H-pyran-4-yl)methoxy)-2-(1-methyl-2-oxabicyclo[2.1.1]hexan-4-yl)imidazo[1,2-a]pyridine-6-carboxamide FC(N1C(C(=CC=C1)NC(=O)C=1C(=CC=2N(C1)C=C(N2)C21COC(C2)(C1)C)OCC1(CCOCC1)F)=O)F